N-(1-((6-(1-hydroxycyclobutyl)pyridin-3-yl)methyl)-1H-pyrazol-4-yl)-9-methyl-6-oxo-6,7,8,9-tetrahydropyrido[3',2':4,5]pyrrolo[1,2-a]pyrazine-2-carboxamide OC1(CCC1)C1=CC=C(C=N1)CN1N=CC(=C1)NC(=O)C=1C=CC=2C=C3N(C(CNC3=O)C)C2N1